α-hydroxyethyl-styrene OC(C)C=CC1=CC=CC=C1